fluoro-N,2-dimethyladenosine F[C@@]1([C@H](O)[C@H](O)[C@@H](CO)O1)N1C=NC=2C(NC)=NC(=NC12)C